2-(6-bromo-3-methylhexa-1,3-dien-1-yl)-1,3,3-trimethylcyclohex-1-ene BrCCC=C(C=CC1=C(CCCC1(C)C)C)C